C(C)S(=O)(=O)OC1=C2C=CNC2=CC=C1 1H-Indol-4-yl Ethanesulfonate